1-(tert-Butyl)-3-(4-Methoxyphenyl)-5-methyl-pyrazol-4-ol C(C)(C)(C)N1N=C(C(=C1C)O)C1=CC=C(C=C1)OC